[Na+].OC(CS(=O)(=O)[O-])C 2-hydroxy-1-propanesulfonic acid sodium salt